di-tert-butyl 3,3'-((2-((3-(tert-butoxy)-3-oxopropoxy)methyl)-2-(3-((1r,3r)-3-(3-methoxy-3-oxopropoxy)cyclobutoxy)propanamido)propane-1,3-diyl)bis(oxy))dipropanoate C(C)(C)(C)OC(CCOCC(COCCC(=O)OC(C)(C)C)(COCCC(=O)OC(C)(C)C)NC(CCOC1CC(C1)OCCC(=O)OC)=O)=O